[P].[Sn].[K] potassium tin phosphorus